NC(C[C@@H](C#C)NC(=O)[C@H]1N(CC2=NNC=C21)C(=O)C2(CC2)C2=CC=C(C=C2)OC(F)(F)F)=O (4S)-N-[(1S)-1-(2-amino-2-oxo-ethyl)prop-2-ynyl]-5-[1-[4-(trifluoromethoxy)-phenyl]-cyclopropanecarbonyl]-4,6-dihydro-2H-pyrrolo[3,4-c]pyrazole-4-carboxamide